FC(COC1=NC=C(C=N1)C=1C=CC(N(N1)CC=1C=NC=C(C1)F)=O)(C)C 6-(2-(2-fluoro-2-methylpropoxy)pyrimidin-5-yl)-2-((5-fluoropyridin-3-yl)methyl)pyridazine-3(2H)-one